perfluorohexyl-ethyl-trimethoxysilane FC(O[Si](OC(F)(F)F)(OC(F)(F)F)C(C(F)(F)F)(F)F)(C(C(C(C(C(C(F)(F)F)(F)F)(F)F)(F)F)(F)F)(F)F)F